7-oxo-7-(undecan-3-yloxy)heptanoic acid O=C(CCCCCC(=O)O)OC(CC)CCCCCCCC